Dioxolano[4,5-g]Isoquinolin-5(6H)-one O1COC=2C1=CC=1C=CNC(C1C2)=O